3-ethyl-8-fluoro-7-((4-(2-fluoro-8-(methylamino)-1,7-naphthyridin-3-yl)-3,6-dihydropyridin-1(2H)-yl)methyl)-1,5-naphthyridin-2(1H)-one C(C)C=1C(NC2=C(C(=CN=C2C1)CN1CCC(=CC1)C=1C(=NC2=C(N=CC=C2C1)NC)F)F)=O